N-[[6-[(2,4-Dichlorophenyl)methoxy]-2-pyridyl]sulfonyl]-2-(2,2,4-trimethylpyrrolidin-1-yl)pyridin-3-carboxamid ClC1=C(C=CC(=C1)Cl)COC1=CC=CC(=N1)S(=O)(=O)NC(=O)C=1C(=NC=CC1)N1C(CC(C1)C)(C)C